bicyclohexane-3,3-dicarbonitrile C1(CC(CCC1)(C#N)C#N)C1CCCCC1